N1-{3-[(5-cyano-3-hydroxy-6-quinoxalinyl)amino]-2,4-difluorophenyl}-1-propanesulfonamide C(#N)C1=C2N=C(C=NC2=CC=C1NC=1C(=C(C=CC1F)NS(=O)(=O)CCC)F)O